NC1=NC=CC=C1C1=NC=2C(=NC(=C(C2)F)N2N=CC=C2)N1C=1C=C2CC[C@@H](C2=CC1)NC1CCN(CC1)C(C=C)=O 1-(4-{[(1S)-5-[2-(2-aminopyridin-3-yl)-6-fluoro-5-(pyrazol-1-yl)imidazo[4,5-b]pyridin-3-yl]-2,3-dihydro-1H-inden-1-yl]amino}piperidin-1-yl)prop-2-en-1-one